O=C1N(CCC(N1)=O)C1=NN(C2=CC(=CC=C12)NC1CCN(CC1)C(=O)OC(C)(C)C)C tert-butyl 4-((3-(2,4-dioxotetrahydropyrimidin-1(2H)-yl)-1-methyl-1H-indazol-6-yl)amino)-piperidine-1-carboxylate